(S)-5-Amino-3-((6-chloro-1-cyclopropyl-1H-benzo[d]imidazol-5-yl)ethynyl)-1-(pyrrolidin-3-yl)-1H-pyrazole-4-carboxamide NC1=C(C(=NN1[C@@H]1CNCC1)C#CC1=CC2=C(N(C=N2)C2CC2)C=C1Cl)C(=O)N